methyl (4R)-6-(bromomethyl)-4-(2-chlorophenyl)-2-thiazol-2-yl-1,4-dihydropyrimidine-5-carboxylate BrCC1=C([C@@H](N=C(N1)C=1SC=CN1)C1=C(C=CC=C1)Cl)C(=O)OC